C(C)(C)(C)C=1N=C(C(C2=C(N1)C=CC(=C2)Cl)=C(C)C)C2=CC=CC=C2 2-(tert-Butyl)-7-chloro-4-phenyl-5-(propan-2-ylidene)-5H-benzo[d][1,3]diazepine